5-amino-3-(5-chloropyrazin-2-yl)-1-isopropyl-pyrazole-4-carbonitrile NC1=C(C(=NN1C(C)C)C1=NC=C(N=C1)Cl)C#N